O[C@@H](C(=O)N1CC2(CC2)C[C@H]1C(=O)N[C@@H](C[C@@H]1C(NCC1)=O)C(COC(F)(F)F)=O)CC(C)C (S)-5-((R)-2-hydroxy-4-methylpentanoyl)-N-((S)-3-oxo-1-((R)-2-oxopyrrolidin-3-yl)-4-(trifluoromethoxy)butan-2-yl)-5-azaspiro[2.4]heptane-6-carboxamide